FC(C(=O)O)(F)F.C1(CC1)N(C(=O)C=1C=CC2=C(OCC(N2)=O)C1)CC1=CC=C(C=C1)C(NC1=CC=C2CCCNC2=C1)=O N-cyclopropyl-3-oxo-N-(4-((1,2,3,4-tetrahydroquinolin-7-yl)carbamoyl)benzyl)-3,4-dihydro-2H-benzo[b][1,4]oxazine-7-carboxamide 2,2,2-trifluoroacetate